N-(4-amino-2-tetrahydropyran-2-yl-pyrazolo[4,3-c]pyridin-7-yl)-N'-benzyl-N'-[(2,3-dimethylphenyl)methyl]oxamide NC1=NC=C(C=2C1=CN(N2)C2OCCCC2)NC(=O)C(=O)N(CC2=C(C(=CC=C2)C)C)CC2=CC=CC=C2